(3-methoxyazetidin-1-yl)(5-methyl-6-(3-(2,2,2-trifluoroethyl)-7,8-dihydro-1,6-naphthyridin-6(5H)-yl)pyridazin-3-yl)methanone COC1CN(C1)C(=O)C=1N=NC(=C(C1)C)N1CC=2C=C(C=NC2CC1)CC(F)(F)F